2-Methoxyethyl (7-methyl-5-(4-oxo-3,4-dihydrophthalazin-1-yl)-1H-benzimidazol-2-yl)carbamate CC1=CC(=CC2=C1NC(=N2)NC(OCCOC)=O)C2=NNC(C1=CC=CC=C21)=O